manganese lithium [Li].[Mn]